C1(CC1)CN1N=CC(=C1)CC=1C=NN(C1)CC1CC1 1-(cyclopropylmethyl)-4-((1-(cyclopropylmethyl)-1H-pyrazol-4-yl)methyl)-1H-pyrazole